C(=O)[C@@H]1C[C@H](C1)NC(OC(C)(C)C)=O tert-butyl ((trans)-3-formylcyclobut-yl)carbamate